CN1C2=C(C=C(C1=O)C=1NC=3C(=CC4=C(CCN(CC4)C)C3)N1)SC=C2 4-methyl-6-(7-methyl-1,5,6,7,8,9-hexahydroimidazo[4',5':4,5]benzo[1,2-d]azepin-2-yl)thieno[3,2-b]pyridin-5(4H)-one